tert-butyl-(4-iodobutyloxy)dimethyl-silane 2-(2-((tert-butyldimethylsilyl)oxy)ethyl)piperidine-1-carboxylate [Si](C)(C)(C(C)(C)C)OCCC1N(CCCC1)C(=O)O.C(C)(C)(C)[Si](C)(C)OCCCCI